2,4-dichloro-8-fluoro-7-(8-((triisopropylsilyl)ethynyl)naphthalen-1-yl)pyrido[4,3-d]pyrimidine ClC=1N=C(C2=C(N1)C(=C(N=C2)C2=CC=CC1=CC=CC(=C21)C#C[Si](C(C)C)(C(C)C)C(C)C)F)Cl